6-phenyl-5-(4-(2-pyrrolidin-1-yl-ethoxy)-phenyl)-5,6,7,8-tetrahydronaphthalen-2-ol C1(=CC=CC=C1)C1C(C=2C=CC(=CC2CC1)O)C1=CC=C(C=C1)OCCN1CCCC1